BrCC1=CC(=NC2=C(C=CN=C12)OC1CC1)Cl 4-(bromomethyl)-2-chloro-8-cyclopropyloxy-1,5-naphthyridine